ClC1=C2C(=NC=C1C1OCCO1)N(C(=C2)CN2CCOCC2)S(=O)(=O)C2=CC=CC=C2 ((4-chloro-5-(1,3-dioxolan-2-yl)-1-(phenylsulfonyl)-1H-pyrrolo[2,3-b]pyridin-2-yl)methyl)morpholine